(3R,4R)-4-(3,4-dimethoxybenzyl)-3-(3-methoxy-4-(((2R,3R,4S,5S,6R)-3,4,5-trihydroxy-6-methyltetrahydro-2H-pyran-2-yl)oxy)benzyl)dihydrofuran COC=1C=C(CC=2[C@H](COC2)CC2=CC(=C(C=C2)O[C@H]2O[C@@H]([C@H]([C@@H]([C@H]2O)O)O)C)OC)C=CC1OC